FC1=CNC2=NC=CC(=C21)C2=CC=C(C=C2)C2(CCN(CC2)C(=O)OC(C)(C)C)C(F)(F)F tert-butyl 4-(4-(3-fluoro-1H-pyrrolo[2,3-b]pyridin-4-yl)phenyl)-4-(trifluoromethyl)piperidine-1-carboxylate